BrC1=CC=C(CNC2=CC3=C(OCO3)C=C2[N+](=O)[O-])C=C1 N-(4-bromobenzyl)-6-nitrobenzo[d][1,3]dioxol-5-amine